C(C)(C)(C)OC(NC1=C(C=C(C(=C1)CCCCCCOC1=C2CCN(C2=C(C=C1)NC1=NC(=NC=C1Br)Cl)S(=O)(=O)C)N1CCC(CC1)N1CCN(CC1)C)OC)=O (5-(6-((7-((5-bromo-2-chloropyrimidin-4-yl)amino)-1-(methylsulfonyl)indolin-4-yl)oxy)hexyl)-2-Methoxy-4-(4-(4-methylpiperazin-1-yl)piperidin-1-yl)phenyl)carbamic acid tert-butyl ester